N-(3-chloro-benzylidene)-4-((dimethylamino)methyl)benzenamine ClC=1C=C(C=NC2=CC=C(C=C2)CN(C)C)C=CC1